FC1=C(C=CC(=C1)F)C1=CC(=CC=C1OC)[C@H](CC(=O)OCC)NC(=O)NC=1C(N(C=CC1O)C)=O Ethyl (S)-3-(2',4'-Difluoro-6-methoxybiphenyl-3-yl)-3-(3-(4-hydroxy-1-methyl-2-oxo-1,2-dihydropyridin-3-yl)ureido)propanoat